perhydroisoquinolinyl-triethoxysilane C1(NCCC2CCCCC12)[Si](OCC)(OCC)OCC